(S,E)-1-(5-Chloro-2-methoxy-4-(2-(2-methyl-[1,1'-biphenyl]-3-yl)vinyl)benzyl)piperidine-2-carboxylic acid ClC=1C(=CC(=C(CN2[C@@H](CCCC2)C(=O)O)C1)OC)\C=C\C=1C(=C(C=CC1)C1=CC=CC=C1)C